C(CCCCCCCCCCCCCCCCCCCCCCC)(=O)[O-] Tetracosanoate